NC1=C2C(=NC=N1)N(N=C2)C2CCN(CC2)C2CN(C2)CC2CCN(CC2)C2=CC=C(C=C2)N2C(NC(CC2)=O)=O 4-amino-1-(1-(1-((1-(4-(2,4-dioxotetrahydropyrimidin-1(2H)-yl)phenyl)piperidin-4-yl)methyl)azetidin-3-yl)piperidin-4-yl)-1H-pyrazolo[3,4-d]pyrimidin